C[C@H]1COCCN1C=1C=C2C(=CC=NC2=CC1)C(=O)OC(C)(C)C tert-Butyl (S)-6-(3-methylmorpholino)quinoline-4-carboxylate